C(C1=CC=CC=C1)OC=1C=C(C=CC1)C1=C(C=C(C=C1)C1=NC=NC=C1)/C=C/C(=O)N (E)-3-(2-(3-(benzyloxy)phenyl)-5-(pyrimidin-4-yl)phenyl)prop-2-enamide